5-chloro-N,N-dimethylbenzoxazole-2-amine ClC=1C=CC2=C(N=C(O2)N(C)C)C1